ClC=1C=C(C=NC1C=1C=NN(C1)C1CC1)NC(=O)C=1C=NN(C1C(F)(F)F)C1=C2C=CNC(C2=CC=C1)=C=O N-(5-chloro-6-(1-cyclopropyl-1H-pyrazol-4-yl)pyridin-3-yl)-1-(1-carbonyl-1,2-dihydroisoquinoline-5-yl)-5-(trifluoromethyl)-1H-pyrazole-4-carboxamide